C(C1=CC=C(C(=O)O)C=C1)(=O)O.C(C1=C(C(=CC(=C1)C)C(C)(C)C)O)C1=C(C(=CC(=C1)C)C(C)(C)C)O 2,2'-methylenebis(4-methyl-6-t-butylphenol) terephthalate